N1CC[C@@H](CCC1)NC1=C2C(=NC3=CC(=C(N=C13)OC)OC)CCC2 (R)-N-(azepan-4-yl)-2,3-dimethoxy-7,8-dihydro-6H-cyclopenta[b][1,5]naphthyridin-9-amine